N-(2-(2-(2H-tetrazol-5-yl)phenyl)-6-(benzyl(propyl)amino)pyridin-4-yl)-2-(naphthalen-1-yl)acetamide N=1NN=NC1C1=C(C=CC=C1)C1=NC(=CC(=C1)NC(CC1=CC=CC2=CC=CC=C12)=O)N(CCC)CC1=CC=CC=C1